C1(CC1)C1=NSC(=N1)C1=NN=C2N1CCN([C@@H]2C)C(=O)C2=CC(=C(C=C2)F)F (R)-(3-(3-cyclopropyl-1,2,4-thiadiazol-5-yl)-8-methyl-5,6-dihydro-[1,2,4]triazolo[4,3-a]pyrazin-7(8H)-yl)(3,4-difluorophenyl)methanone